C(=O)C12C3C4C5(C(C14)C2C53)C(=O)OC methyl (2R,3R,4S,5S)-4-formylcubane-1-carboxylate